2-chloro-6-(2,4-pentanedione-3-yl)methyl-N-phenylbenzamide ClC1=C(C(=O)NC2=CC=CC=C2)C(=CC=C1)CC(C(C)=O)C(C)=O